N-(7-chloro-6-(1-(oxetan-3-yl)piperidin-4-yl)isoquinolin-3-yl)-2,2-difluorocyclopropane-1-carboxamide ClC1=C(C=C2C=C(N=CC2=C1)NC(=O)C1C(C1)(F)F)C1CCN(CC1)C1COC1